O1C=CC2=C1C=CC(=C2)C2=C(C=C(C(=N2)C(=O)O)Cl)F 6-(Benzofuran-5-yl)-3-chloro-5-fluoropicolinic acid